Dimethylsilylbis(trimethylsilylmethylene-cyclopentadienyl)hafnium C[SiH](C)[Hf](C1=CC=CC1=C[Si](C)(C)C)C1=CC=CC1=C[Si](C)(C)C